N,N-dimethylamino ethyl terephthalate C(C1=CC=C(C(=O)OCC)C=C1)(=O)ON(C)C